((2R,3aR,5R,7aS)-5-(2-methylbutan-2,3-dien-1-yl)-2-(2-(phenylsulfonyl)ethyl)hexahydro-3aH-furo[3,2-b]pyran-3a-yl)methanol CC(C[C@H]1CC[C@H]2[C@@](O1)(C[C@@H](O2)CCS(=O)(=O)C2=CC=CC=C2)CO)=C=C